3-methyl-1,3-dihydro-2,3'-biindol-2'(1'h)one CC1C(NC2=CC=CC=C12)=C1C(NC2=CC=CC=C12)=O